O=C1N(C=NC2=CC=C(C=C12)C1=NC=C(C=N1)NC(CCCC)=O)CCC N-(2-(4-oxo-3-propyl-3,4-dihydro-quinazolin-6-yl)pyrimidin-5-yl)pentanamide